(2S,3S)-2,3-bis(methylbenzoyloxy)butanedioic acid tert-butyl-4-{5-[(1S)-1-amino-1-(4-fluorophenyl)ethyl]pyrimidin-2-yl}piperazine-1-carboxylate salt C(C)(C)(C)OC(=O)N1CCN(CC1)C1=NC=C(C=N1)[C@](C)(C1=CC=C(C=C1)F)N.CC1=C(C(=O)O[C@H](C(=O)O)[C@@H](C(=O)O)OC(C2=C(C=CC=C2)C)=O)C=CC=C1